ClC1=C(C(=O)N2COC3=C(C2)C=CC=C3C3=CC(=C(C(=O)O)C=C3F)N3C2COCC3CC2)C(=CC(=C1)N1CC2(C1)OCC(CO2)(C)C)C#N 4-[3-[2-Chloro-6-cyano-4-(7,7-dimethyl-5,9-dioxa-2-azaspiro[3.5]nonan-2-yl)benzoyl]-2,4-dihydro-1,3-benzoxazin-8-yl]-5-fluoro-2-(3-oxa-8-azabicyclo[3.2.1]oct-8-yl)benzoic acid